2-Amino-6-(4,4-difluoropiperidin-1-yl)-1-(3-((4-methoxybenzyl)oxy)-2,6-dimethylphenyl)-5-methyl-1H-pyrrolo[2,3-b]pyridine-3-carbonitrile NC1=C(C=2C(=NC(=C(C2)C)N2CCC(CC2)(F)F)N1C1=C(C(=CC=C1C)OCC1=CC=C(C=C1)OC)C)C#N